COC1=CC=C(C=C1)C1(OC2=C(O1)C=C(C=C2C(=O)N[C@@H](CCCCNC(OC(C)(C)C)=O)C(=O)NCCCCCC(O)=C2C(CC(CC2=O)(C)C)=O)[N+](=O)[O-])C2=CC=C(C=C2)OC tert-butyl (S)-(5-(2,2-bis(4-methoxyphenyl)-6-nitrobenzo[d][1,3]dioxole-4-carboxamido)-6-((6-(4,4-dimethyl-2,6-dioxocyclohexylidene)-6-hydroxyhexyl)amino)-6-oxohexyl)carbamate